BrC=1C2=C(C(N(C1)C)=O)NC(=C2)C(=O)NCC 4-bromo-N-ethyl-6-methyl-7-oxo-6,7-dihydro-1H-pyrrolo[2,3-c]pyridin-2-carboxamide